C1OCC2=C(C=CC=C12)S(=O)(=O)C(C1CCN(CC1)C(=O)NC1=CN=NC=C1)(F)F 4-(((1,3-dihydroisobenzofuran-4-yl)sulfonyl)difluoro-methyl)-N-(pyridazin-4-yl)piperidine-1-carboxamide